2-[3,5-Dichloro-4-(5-isopropyl-6-oxo-1,6-dihydropyridazin-3-yloxy)phenyl]-3,5-dioxo-2,3,4,5-tetrahydro[1,2,4]triazin-6-carbonitril ClC=1C=C(C=C(C1OC1=NNC(C(=C1)C(C)C)=O)Cl)N1N=C(C(NC1=O)=O)C#N